(2-nitro-4-trifluoromethylbenzoyl)-1,3-cyclohexanedione [N+](=O)([O-])C1=C(C(=O)C2C(CCCC2=O)=O)C=CC(=C1)C(F)(F)F